C1(CC1)[C@@H]([C@@H](CC(=O)[O-])C)NC(CN1C(C(C2=C(C(=CC=C12)C1CC1)F)(C)C)=O)=O (3r,4r)-4-cyclopropyl-4-(2-(5-cyclopropyl-4-fluoro-3,3-dimethyl-2-oxoindol-1-yl) acetamido)-3-methylbutanoate